COC(=O)[C@@H]1[C@H]2C([C@H]2CN1C([C@H](C(C)(C)C)N)=O)(C)C.[N+](=O)([O-])C1=C(N)C=CC(=C1)SC#N 2-nitro-4-thiocyanoaniline methyl-(1R,2S,5S)-3-[(2S)-2-amino-3,3-dimethyl-butanoyl]-6,6-dimethyl-3-azabicyclo[3.1.0]hexane-2-carboxylate